NC1=CC=C(C=N1)N1CC2CCC(C1)N2C2=CC=C(C=C2)CO [4-[3-(6-amino-3-pyridyl)-3,8-diazabicyclo[3.2.1]octan-8-yl]phenyl]methanol